NCCOP(OCCN)(=O)CCN tris(2-aminoethyl)phosphonic acid